O=S1(C[C@@H](CC1)NC(C1=NC(=CC(=C1)C)N1C=NC=C1)=O)=O (R)-N-(1,1-Dioxidotetrahydrothiophen-3-yl)-6-(1H-imidazol-1-yl)-4-methylpicolinamide